4-methoxy-2,2,6,6-tetramethylpiperidin-1-ol COC1CC(N(C(C1)(C)C)O)(C)C